bis(3,4,6-trichloro-2-{[(2-methylphenyl)methoxy]carbonyl} phenyl)oxalate ClC=1C(=C(C(=CC1Cl)Cl)OC(C(=O)OC1=C(C(=C(C=C1Cl)Cl)Cl)C(=O)OCC1=C(C=CC=C1)C)=O)C(=O)OCC1=C(C=CC=C1)C